C(C1=CC=CC=C1)C1=C(C(NC2=CC=CC=C12)=O)C(=O)O benzyl-quinolonecarboxylic acid